(2S,11aR)-7-fluoro-6-(3-fluoropropoxy)-2-hydroxy-8-methyl-2,3,11,11a-tetrahydro-1H,5H-benzo[f]pyrrolo[2,1-c][1,4]oxazepine-5-one FC=1C(=CC2=C(C(N3[C@@H](CO2)C[C@@H](C3)O)=O)C1OCCCF)C